FC1=CC=C(C=C1)C=1C(C(=NNC1)C(=O)OC)=O Methyl 5-(4-fluorophenyl)-4-oxo-1,4-dihydropyridazine-3-carboxylate